methyl (S)-2-mercapto-1-((tetrahydrofuran-2-yl)methyl)-1H-benzo[d]imidazole-6-carboxylate SC1=NC2=C(N1C[C@H]1OCCC1)C=C(C=C2)C(=O)OC